C(C1=CC=CC=C1)OC(CC[C@H](NC(=O)OC(C)(C)C)C(=O)O)=O N-Boc-L-glutamic acid-5-benzyl ester